ClC=1C=C(CCC=2C(=NC=CC2)C#N)C=CC1 3-(3-chlorophenethyl)-2-cyanopyridine